tert-butyl 7-((4-bromophenyl-benzyl) oxy)-3,4-dihydroisoquinoline-2(1H)-carboxylate BrC1=CC=C(C=C1)C(C1=CC=CC=C1)OC1=CC=C2CCN(CC2=C1)C(=O)OC(C)(C)C